C(OC[C@]1(O[C@H]([C@@H]2OC(O[C@@H]21)(C)C)C2=CC=C1C(=NC=NN12)N)C#N)(OC)=O ((3aS,4R,6S,6aS)-6-(4-aminopyrrolo[2,1-f][1,2,4]triazin-7-yl)-4-cyano-2,2-dimethyltetrahydrofuro[3,4-d][1,3]dioxol-4-yl)methyl methyl carbonate